ClCC(=O)N(NC([C@H](CC#C)N1C(C(=CC=C1)NC(OC(C)(C)C)=O)=O)=O)C[C@H]1C(NCC1)=O Tert-butyl (1-((S)-1-(2-(2-chloroacetyl)-2-(((S)-2-oxopyrrolidin-3-yl)methyl)hydrazineyl)-1-oxopent-4-yn-2-yl)-2-oxo-1,2-dihydropyridin-3-yl)carbamate